[2,4-Difluoro-5-(7-morpholin-4-yl-quinazolin-4-yl)-phenyl]-(6-methoxy-pyridin-3-yl)methanol FC1=C(C=C(C(=C1)F)C1=NC=NC2=CC(=CC=C12)N1CCOCC1)C(O)C=1C=NC(=CC1)OC